C(C)(C)(C)OC(=O)N1C=NC(=C1)C(C(C)C=1N(C(C(=C(N1)C(=O)OCC)OC)=O)C)C1=C(C=CC=C1)C#N ethyl 2-{1-[1-(tert-butoxycarbonyl)imidazol-4-yl]-1-(2-cyanophenyl)propan-2-yl}-5-methoxy-1-methyl-6-oxopyrimidine-4-carboxylate